(S,E)-N-[2-(7-Bromobenzo[d]isoxazol-3-yl)benzylidene]-2-methylpropane-2-sulfinamide BrC1=CC=CC=2C(=NOC21)C2=C(\C=N\[S@@](=O)C(C)(C)C)C=CC=C2